NC1=NC=NN2C1=C(C=C2C=2C(=C(C(=O)N[C@@H]1CN(C[C@@H]1F)C(=O)C1(CC1)F)C(=CC2)C)F)C(F)(F)F 3-[4-amino-5-(trifluoromethyl)pyrrolo[2,1-f][1,2,4]triazin-7-yl]-2-fluoro-N-[(3R,4S)-4-fluoro-1-(1-fluorocyclopropanecarbonyl)pyrrolidin-3-yl]-6-methylbenzamide